O1COCC1 [1,3]-dioxolane